2-amino-3-(benzyloxy)propionic acid methyl ester COC(C(COCC1=CC=CC=C1)N)=O